CN(C\C=C/1\C(N(C[C@@H]1C)C=1C=CC=2N=CN=C(C2N1)NC1=CC(=C(C=C1)OC1=CC2=C(N(C=N2)C)C=C1)C)=O)C (3E,4R)-3-[2-(dimethylamino)ethylidene]-4-methyl-1-[4-({3-methyl-4-[(1-methyl-1,3-benzodiazol-5-yl)oxy]phenyl}amino)pyrido[3,2-d]pyrimidin-6-yl]pyrrolidin-2-one